methyl 7-fluoro-2-[9-(3-hydroxypropyl)-11-isopropyl-1,9-diazatricyclo[6.3.1.04,12]dodeca-2,4,6,8(12)-tetraen-2-yl]-1-methyl-benzimidazole-5-carboxylate FC1=CC(=CC2=C1N(C(=N2)C=2N1C(CN(C=3C=CC=C(C2)C13)CCCO)C(C)C)C)C(=O)OC